OC1=C(C(=CC=2C(C3=CC(=CC=C3C(C12)=O)OC)=O)O)COC 1,3-Dihydroxy-6-methoxy-2-methoxymethylanthraquinone